C[Si](NC(=O)N[Si](C)(C)C)(C)C 1,3-Bis(trimethylsilyl)urea